bis(1-adamantyl)-n-butylphosphine C12(CC3CC(CC(C1)C3)C2)P(CCCC)C23CC1CC(CC(C2)C1)C3